C1(=C(C(=CC=C1)C)C)C(=O)OOC(=O)C1=C(C(=CC=C1)C)C xyloyl peroxide